3-n-propylthiophene CCCC1=CSC=C1